3-(3-(4-((pyridine-2-yloxy)methyl)phenoxy)azetidin-1-yl)-2-(1H-pyrrol-1-yl)benzoic acid N1=C(C=CC=C1)OCC1=CC=C(OC2CN(C2)C=2C(=C(C(=O)O)C=CC2)N2C=CC=C2)C=C1